FC1=C(C(=CC=C1)F)B(O)O 2,6-difluorophenyl-boronic acid